Methyl-Chloromethane CCCl